ICC1N(CC1)C(=O)OC(C)(C)C tert-butyl 2-(iodomethyl)azetidine-1-carboxylate